C1=C(C=CC2=CC=CC=C12)P(=O)(C1=CC2=CC=CC=C2C=C1)F di(2-naphthyl)phosphoryl fluoride